2-[6-amino-5-[(1S,5R)-8-[3-(4-piperidyloxy)phenyl]-3,8-diazabicyclo[3.2.1]octan-3-yl]pyridazin-3-yl]phenol NC1=C(C=C(N=N1)C1=C(C=CC=C1)O)N1C[C@@H]2CC[C@H](C1)N2C2=CC(=CC=C2)OC2CCNCC2